N,N'-bis(tolyl)-N,N'-bis(vinylphenyl)-1,1'-biphenyl-4,4'-diamine C1(=C(C=CC=C1)N(C1=CC=C(C=C1)C1=CC=C(C=C1)N(C1=C(C=CC=C1)C=C)C1=C(C=CC=C1)C)C1=C(C=CC=C1)C=C)C